ClC1=C(C=CC(=C1)Cl)\C=1\CCCC2=C(/C1/C1=CC=C(C=C1)N[C@@H]1CN(CC1)CC=CC(=O)N(C)C)C=CC(=C2)C(=O)OC Methyl (S,E)-8-(2,4-dichlorophenyl)-9-(4-((1-(4-(dimethylamino)-4-oxobut-2-en-1-yl)pyrrolidin-3-yl)amino)phenyl)-6,7-dihydro-5H-benzo[7]annulene-3-carboxylate